(6-cyanopyridin-2-yl)(difluoro)acetic acid C(#N)C1=CC=CC(=N1)C(C(=O)O)(F)F